COC=1C=C(C(=O)N(O)C)C=CC1OC 3,4-dimethoxy-N-methylbenzhydroxamic acid